(R)-4-Methoxy-5-(1-methyl-1H-benzo[d][1,2,3]triazol-6-yl)-N-(1,1,1-trifluoropropan-2-yl)-7H-pyrrolo[2,3-d]pyrimidin-2-amine COC=1C2=C(N=C(N1)N[C@@H](C(F)(F)F)C)NC=C2C=2C=CC1=C(N(N=N1)C)C2